ClC=1C=C2[C@H](OC(C2=CC1)=O)C (R)-5-chloro-3-methylisobenzofuran-1(3H)-one